2-(dimethylamino)-1-(4-(3-isopropyl-2-(2-methylpyridin-4-yl)-1H-indol-5-yl)piperidin-1-yl)ethanone CN(CC(=O)N1CCC(CC1)C=1C=C2C(=C(NC2=CC1)C1=CC(=NC=C1)C)C(C)C)C